1-(tert-butyl) 3-ethyl pyrrolidine-1,3-dicarboxylate N1(CC(CC1)C(=O)OCC)C(=O)OC(C)(C)C